5-(3-furoyl)amino-3-(1-neopentylpiperidin-4-yl)-1H-indole O1C=C(C=C1)C(=O)NC=1C=C2C(=CNC2=CC1)C1CCN(CC1)CC(C)(C)C